2-(8-((2S,5R)-2,5-diethyl-4-(1-(4-methoxyphenyl)ethyl)piperazin-1-yl)-5-methyl-6-oxo-5,6-dihydroimidazo[1,2-b]pyridazin-2-yl)acetonitrile C(C)[C@@H]1N(C[C@H](N(C1)C(C)C1=CC=C(C=C1)OC)CC)C=1C=2N(N(C(C1)=O)C)C=C(N2)CC#N